2-Bromo-5-chloro-N-[(2-chloro-5-methoxyphenyl)sulfonyl]-1-[2-(trifluoromethyl)cyclopropyl]-1H-imidazol-4-carboxamid BrC=1N(C(=C(N1)C(=O)NS(=O)(=O)C1=C(C=CC(=C1)OC)Cl)Cl)C1C(C1)C(F)(F)F